rac-(3S,4R)-4-((5-bromopyridin-3-yl)oxy)tetrahydrofuran-3-ol BrC=1C=C(C=NC1)O[C@H]1[C@H](COC1)O |r|